N[C@@H]([C@@H](C)CC)C(=O)OC[C@@H](C)NC(=O)C1=CC2=CC=CC(=C2C=C1)OC1=CC=C(C=C1)C(F)(F)F (R)-2-(5-(4-(trifluoromethyl)phenoxy)-2-naphthamido)propyl L-isoleucinate